C[C@H]1C(=O)N2[C@H](N1)[C@]3(C[C@@H]4C(=O)N[C@@](O3)(C5=NC6=CC=CC=C6C(=O)N45)C)C7=CC=CC=C72 The molecule is a fumiquinazoline obtained by oxidative spirocyclisation of fumiquinazoline A. It is a fumiquinazoline, an imidazoindole, an oxaspiro compound, an azaspiro compound and an organic heteroheptacyclic compound.